FC(C=1N=C(SC1)C1CC(CC1)=O)(F)F 3-(4-(trifluoromethyl)thiazol-2-yl)cyclopentan-1-one